2-chloro-4-(4-(2,2-difluoroethyl)-1-((5-methoxy-7-methyl-1H-indol-4-yl)methyl)piperazin-2-yl)benzoic acid ClC1=C(C(=O)O)C=CC(=C1)C1N(CCN(C1)CC(F)F)CC1=C2C=CNC2=C(C=C1OC)C